2-(6-(((1S,4S,5S,6S)-6-fluoro-1,2-dimethyl-2-azabicyclo[2.2.2]octan-5-yl)(methyl)amino)pyridazin-3-yl)-5-(4-methoxy-1,3,5-triazin-2-yl)phenol F[C@H]1[C@H]([C@@H]2CN([C@]1(CC2)C)C)N(C2=CC=C(N=N2)C2=C(C=C(C=C2)C2=NC=NC(=N2)OC)O)C